S1C(=CC=C1)C=1C=CN2C1C=1C=C(C=CC1C1C2C1)C(=O)N 5-(thiophen-2-yl)-1a,9b-dihydro-1H-cyclopropa[c]pyrrolo[2,1-a]isoquinoline-7-carboxamide